1-(2-(1-(benzyloxy)-3-fluoropropan-2-yloxy)-5-bromophenyl)propan-1-one C(C1=CC=CC=C1)OCC(CF)OC1=C(C=C(C=C1)Br)C(CC)=O